COC=1C=CC=2N3C(C=4C=CC(=NC4C4=NC=CC(C2C1)=C34)OC)=O 5,15-dimethoxy-1,11,14-triazapentacyclo[10.7.1.02,7.08,20.013,18]icosa-2(7),3,5,8(20),9,11,13(18),14,16-nonaen-19-one